tert-butyl 3-(4-fluoro-1-(4-(trifluoromethoxy)phenyl)-1H-pyrazolo[4,3-c]pyridin-3-yl)azetidine-1-carboxylate FC1=NC=CC2=C1C(=NN2C2=CC=C(C=C2)OC(F)(F)F)C2CN(C2)C(=O)OC(C)(C)C